C1=C2C(=NC(=N1)N)N=CN2 The molecule is the parent compound of the 2-aminopurines, comprising a purine core carrying an amino substituent at the 2-position. It has a role as an antimetabolite. It is a member of 2-aminopurines and a nucleobase analogue.